BrC1=C(C=C(CN(C(OC(C)(C)C)=O)C)C=C1)C tert-Butyl (4-bromo-3-methylbenzyl)methylcarbamate